6-(3-{6-azaspiro[3.4]octan-6-yl}propoxy)-N-(cyclopropylmethyl)-7-methoxy-1H,2H,3H-cyclopenta[b]quinolin-9-amine C1CCC12CN(CC2)CCCOC=2C(=CC=1C(=C3C(=NC1C2)CCC3)NCC3CC3)OC